BrC1=CC(=C2C(CC(OC2=C1)=O)(C)C)C=C 7-bromo-4,4-dimethyl-5-vinylchroman-2-one